[4-(methanesulfonamido)phenyl]boronic acid CS(=O)(=O)NC1=CC=C(C=C1)B(O)O